N1=C(C=NC=C1)C1(CCNCC1)CNC(OC(C)(C)C)=O tert-butyl ((4-(pyrazin-2-yl)piperidin-4-yl)methyl)carbamate